1-phenyl-4,4-dimethyl-3-pyrazolidone C1(=CC=CC=C1)N1NC(C(C1)(C)C)=O